ClC=1C(=C(C=CC1)C(C(=O)N1CC2=C(N=C(NC2=O)C2(CC2)C2=CC=CC=C2)CC1)O)OC 6-(2-(3-chloro-2-methoxyphenyl)-2-hydroxyacetyl)-2-(1-phenylcyclopropyl)-5,6,7,8-tetrahydropyrido[4,3-d]pyrimidin-4(3H)-one